C1CCC12CN(CC2)CC=2N(C1=CC(=CC=C1C2)CN2N=NC(=C2)C2=C1C=NN(C1=CC(=C2)Br)C2OCCCC2)C(=O)OC(C)(C)C Tert-butyl 2-((6-azaspiro[3.4]octan-6-yl)methyl)-6-((4-(6-bromo-1-(tetrahydro-2H-pyran-2-yl)-1H-indazol-4-yl)-1H-1,2,3-triazol-1-yl)methyl)-1H-indole-1-carboxylate